7-azabicyclo[2.2.1]heptan-2-carboxamide C12C(CC(CC1)N2)C(=O)N